CC12C(CC(CC1)C(C)(C)C)O2 2-methyl-5-tert-butyl-1,2-epoxycyclohexane